ClC1=NC=NC(=C1CC(=O)OC)N1CCC(CC1)OC1=CC=C(C=C1)OC methyl 2-(4-chloro-6-(4-(4-methoxyphenoxy)piperidin-1-yl)pyrimidin-5-yl)acetate